C(#N)[C@H](C[C@H]1C(NCC1)=O)NC(=O)[C@@H]1C2C(C2(CN1C([C@H](C(C)(C)C)NC(C(F)(F)F)=O)=O)F)(C)C (2S)-N-((S)-1-cyano-2-((S)-2-oxopyrrolidin-3-yl)ethyl)-3-((S)-3,3-dimethyl-2-(2,2,2-trifluoroacetamido)butanoyl)-5-fluoro-6,6-dimethyl-3-azabicyclo[3.1.0]hexane-2-carboxamide